NC1CC(CCC(C1)N)N 1,3,6-tri-amino-cycloheptane